FC1=C(C=CC(=C1)F)NC(C#N)(C)C 2-((2,4-difluorophenyl)amino)-2-methylpropanenitrile